methyl[(oxiran-2-yl)methyl][(triethoxysilyl)methyl]amine CN(C[Si](OCC)(OCC)OCC)CC1OC1